pyrazin-2-ol N1=C(C=NC=C1)O